(E)-hexanal C(CCCCC)=O